lithium [3,5-bis(trifluoromethyl) phenyl] borate B(OC1=CC(=CC(=C1)C(F)(F)F)C(F)(F)F)([O-])[O-].[Li+].[Li+]